ClC=1C(=NC=CC1C1=NC(=C(C=C1)CNC1CCN(CC1)C(C)=O)OC)C1=C(C(=CC=C1)NC1=NC=CC(=C1F)CNC[C@H](C)O)Cl (S)-1-(4-(((3'-chloro-2'-(2-chloro-3-((3-fluoro-4-(((2-hydroxypropyl)amino)methyl)pyridin-2-yl)amino)phenyl)-6-methoxy-[2,4'-bipyridin]-5-yl)methyl)amino)piperidin-1-yl)ethan-1-one